(S)-4-(2-(4-ethylthiazol-2-yl)-2-pivaloylaminoethyl)phenylaminosulfonic acid C(C)C=1N=C(SC1)[C@H](CC1=CC=C(C=C1)NS(=O)(=O)O)NC(C(C)(C)C)=O